ClC1=C(C=CC(=C1O)F)C1=NN=C(S1)CN1C2(CC2)C(N(C1=O)[C@@H](C)C1=CC=CC=C1)=O (S)-4-((5-(2-chloro-4-fluoro-3-hydroxyphenyl)-1,3,4-thiadiazol-2-yl)methyl)-6-(1-phenylethyl)-4,6-diazaspiro[2.4]heptane-5,7-dione